7-bromo-3H-oxazolo[4,5-b]pyridin-2-one BrC1=C2C(=NC=C1)NC(O2)=O